O(C#N)C1=CC=C(C=C1)C1(C2=CC=CC=C2C=2C=CC=CC12)C1=CC=C(C=C1)OC#N 9,9-bis(4-cyanatophenyl)fluorene